O1C(CCCC1)N1N=CC2=C(C=C(C=C12)C1=CC=C(C=C1)O)O[C@@H]1C([C@H](C1(C)C)N)(C)C trans-4-(1-(tetrahydro-2H-pyran-2-yl)-4-[(1s,3s)-3-amino-2,2,4,4-tetramethylcyclobutoxy]-1H-indazol-6-yl)phenol